C(C)(C)(C)OC(\C=C\C(=C)C1=C(C=CC(=C1)Cl)C(NC=1C=CC=C2C=CC=NC12)=O)=O (E)-4-(5-chloro-2-(quinolin-8-ylcarbamoyl)phenyl)penta-2,4-dienoic acid tert-butyl ester